NC1=C(C=CC(=N1)C(=O)OC)Br methyl 6-amino-5-bromopyridine-2-carboxylate